7-chloro-6-(5,8-dioxaspiro[3.4]octan-2-yl)isoquinolin-3-amine ClC1=C(C=C2C=C(N=CC2=C1)N)C1CC2(C1)OCCO2